C(C)(C)(C)N1CCN(CC1)C=1C(=NC=C(C1)B1OC(C(O1)(C)C)(C)C)OC 1-tert-butyl-4-(2-methoxy-5-(4,4,5,5-tetramethyl-1,3,2-dioxaborolan-2-yl)-3-pyridyl)piperazine